C(C)OC(=O)C=1N=C(SC1)N1N=C(C=C1N)C1=CC=C(C=C1)OC 2-(5-amino-3-(4-methoxyphenyl)-1H-pyrazol-1-yl)thiazole-4-carboxylic acid ethyl ester